C(CCCCCC)NCCCCCCCCCC(=O)OCC(CCCCCC)CCCCCC 2-hexyloctyl 10-(heptylamino)decanoate